S1C(=NC=C1)C=1N=NN(C1)[C@@H]1[C@H]([C@@H](SC=2C=NC(=C(C2)Br)C(F)(F)F)O[C@@H]([C@@H]1O)CO)O 5-bromo-6-trifluoromethyl-pyridin-3-yl 3-deoxy-3-[4-(2-thiazolyl)-1H-1,2,3-triazol-1-yl]-1-thio-alpha-D-galactopyranoside